NC1=C(C=C(C=C1)C1=CC=C(C=C1)F)NC(=O)C=1C=CC2=C(CNS2(=O)C)C1 (1R)-N-[2-amino-5-(4-fluorophenyl)phenyl]-1-methyl-1-oxo-3H-1,2-benzothiazole-5-carboxamide